C(C)(C)(C)C=1OC(=CN1)C(=O)NCC1(CCN(CC1)C=1C=2N(C=C(N1)C=1C=NN(C1)C)N=CC2)C 2-(tert-butyl)-N-((4-methyl-1-(6-(1-methyl-1H-pyrazol-4-yl)pyrazolo[1,5-a]pyrazin-4-yl)piperidin-4-yl)methyl)oxazole-5-carboxamide